CC1CCC2C(C3C(=C(CC12C3)C(C)=O)C)(C)C 1-(2,3,4,7,8,8a-hexa-hydro-3,6,8,8-tetramethyl-1H-3a,7-methano-azulen-5-yl)ethan-1-one